tert-butyl 2-(2-(2-isopropylphenyl)-4-(4-methoxybenzyl)-6-oxopiperazin-1-yl)-7-azaspiro[3.5]nonane-7-carboxylate C(C)(C)C1=C(C=CC=C1)C1N(C(CN(C1)CC1=CC=C(C=C1)OC)=O)C1CC2(C1)CCN(CC2)C(=O)OC(C)(C)C